1,3-dicyclohexyl-1,1,3,3-tetrakis(dimethylsilyloxy)disiloxane C1(CCCCC1)[Si](O[Si](O[SiH](C)C)(O[SiH](C)C)C1CCCCC1)(O[SiH](C)C)O[SiH](C)C